ClC1=CC=C(C=C1)C=1N=C2N(C=CC=N2)C1CN1CC2COCC(C1)N2C(=O)OC(C)(C)C tert-butyl 7-{[2-(4-chlorophenyl) imidazo[1,2-a]pyrimidin-3-yl] methyl}-3-oxa-7,9-diazabicyclo[3.3.1]nonane-9-carboxylate